(cis)-3-hydroxy-3-methylcyclobutane-1-carboxylic acid OC1(CC(C1)C(=O)O)C